4-((1S,2S)-2-(6-chloroimidazo[1,2-b]pyridazin-8-yl)cyclopropyl)-3,5-difluorobenzonitrile ClC=1C=C(C=2N(N1)C=CN2)[C@@H]2[C@H](C2)C2=C(C=C(C#N)C=C2F)F